tert-butyl (1-(difluoromethyl)-4-(4,4,5,5-tetramethyl-1,3,2-dioxaborolan-2-yl)-1H-benzo[d]imidazol-2-yl)carbamate FC(N1C(=NC2=C1C=CC=C2B2OC(C(O2)(C)C)(C)C)NC(OC(C)(C)C)=O)F